C(C)OC(CN1C(=NC=C1)NCC1=CC=CC=C1)=O.C1(=CC=CC=C1)C1=C(C(=NC=C1)C1=C2C(=CC=C1C1=CC=CC=C1)N=C1C=CC3=C4C=CC=CC4=NC3=C12)C1=C2C(=CC=C1C1=CC=CC=C1)N=C1C=CC3=C4C=CC=CC4=NC3=C12 phenyl-bis[phenylindolocarbazolyl]pyridine ethyl-[2-(benzylamino)imidazol-3-yl]acetate